SODIUM OCTENYL-SUCCINATE C(=CCCCCCC)C(C(=O)[O-])CC(=O)[O-].[Na+].[Na+]